1-(4-(hydroxy(2-hydroxyphenyl)methyl)phenyl)ethan-1-one OC(C1=CC=C(C=C1)C(C)=O)C1=C(C=CC=C1)O